O=C1NC(CCC1N1C(C2=CC=CC(=C2C1)N1CCN(CC1)CCC(=O)N1CCC(CC1)NC(OC(C)(C)C)=O)=O)=O tert-butyl (1-(3-(4-(2-(2,6-dioxopiperidin-3-yl)-1-oxoisoindolin-4-yl)piperazin-1-yl)propanoyl)piperidin-4-yl)carbamate